C(=C)N1SC=CC1C=C N-vinyl-Vinylisothiazole